I.C(C)(=N)SC methyl ethaneimidothioate hydroiodide